2-(4-(5-chloro-2-(4-chloro-1H-1,2,3-triazol-1-yl)phenyl)-2,5-dioxapiperazin-1-yl)-3-(4-fluorophenyl)-N-(2-methyl-2H-indazol-5-yl)propionamide ClC=1C=CC(=C(C1)N1CON(CO1)C(C(=O)NC1=CC2=CN(N=C2C=C1)C)CC1=CC=C(C=C1)F)N1N=NC(=C1)Cl